[I-].COC=1C=CC2=C([N+](=C(S2)C=CC2=CC=C(C=C2)N2CCCCC2)C)C1 5-methoxy-3-methyl-2-(4-(piperidin-1-yl)styryl)benzo[d]thiazol-3-ium iodide